1-(9-Methyl-1,3,5,6,7,8-hexahydro-pyrrolo[3,4-b][1,7]naphthyridin-2-yl)-2-(1-pyrimidin-5-yl-azetidin-3-yl)-ethanone CC1=C2C(=NC=3CNCCC13)CN(C2)C(CC2CN(C2)C=2C=NC=NC2)=O